5,7-dimethyl-7H-pyrrolo[2,3-d]pyrimidine-4-carboxylic acid methyl ester COC(=O)C=1C2=C(N=CN1)N(C=C2C)C